(3R)-2'-[6-amino-5-(trifluoromethyl)pyridin-3-yl]-N-[(1S)-1-(3-chloropyridin-4-yl)ethyl]-5',6'-dihydrospiro[pyrrolidine-3,4'-pyrrolo[1,2-b]pyrazole]-1-carboxamide NC1=C(C=C(C=N1)C=1C=C2N(N1)CC[C@]21CN(CC1)C(=O)N[C@@H](C)C1=C(C=NC=C1)Cl)C(F)(F)F